O-tert-butyl-L-tyrosine tert-butyl ester Hydrochloride Cl.C(C)(C)(C)OC([C@@H](N)CC1=CC=C(C=C1)OC(C)(C)C)=O